N1=CC=C(C=C1)C1=CC=C2C(=CNC2=C1)C1=NC(=NC=C1C(F)(F)F)N[C@@H]1CN(CCC1)C(=O)OC(C)(C)C tert-butyl (3S)-3-[[4-[6-(4-pyridyl)-1H-indol-3-yl]-5-(trifluoromethyl) pyrimidin-2-yl]amino]piperidine-1-carboxylate